C1(=C(C=CC=C1)N(C=1C2(C3=CC4=CC=CC=C4C3=CC1)C=CC=C1C3=CC=CC=C3C=C12)C1=C(C(=C(C=C1)C)C)C1=CC=CC=2C3=CC=CC=C3CC12)C1=CC=CC=C1 (biphenylyl)(dimethylfluorenylphenyl)(spirobifluorenyl)amine